methyl phthalate, diphenyliodonium salt C1(=CC=CC=C1)[I+]C1=CC=CC=C1.C(C=1C(C(=O)[O-])=CC=CC1)(=O)OC